5-hydroxy-4-formylamino-1H-imidazole OC1=C(N=CN1)NC=O